FC(C1=CC(=NC=N1)OC[C@@H]1CC[C@@]2(CCCN12)COC(C1=CC=CC=C1)(C1=CC=CC=C1)C1=CC=CC=C1)F (3S,7aS)-3-(((6-(difluoromethyl)pyrimidin-4-yl)oxy)methyl)-7a-((trityloxy)methyl)hexahydro-1H-pyrrolizine